COC(=O)C1=CN(C=C1)CCF.FC(C=1C=C(C=C(C1)C(F)(F)F)NC(=O)C1=CC(=NC2=CC=CC=C12)C=1OC(=CC1)C)(F)F N-(3,5-bis(Trifluoromethyl)phenyl)-2-(5-methylfuran-2-yl)quinoline-4-carboxamide methyl-1-(2-fluoroethyl)-1H-pyrrole-3-carboxylate